O=C1NC(=NO1)C1=C(C=C(C=2N=CSC21)C2=CC=C(C=C2)OC(F)(F)F)CNC(C=C)=O N-((7-(5-Oxo-4,5-dihydro-1,2,4-oxadiazol-3-yl)-4-(4-(trifluoromethoxy)phenyl)benzo[d]thiazol-6-yl)methyl)acrylamide